[2-((1-benzylpiperidin-4-yl) methyl)-5,6-dimethoxy-1H-inden-3-yl] acetate C(C)(=O)OC1=C(CC2=CC(=C(C=C12)OC)OC)CC1CCN(CC1)CC1=CC=CC=C1